C(C)(C)SC1=NN=C(S1)NC(CSC=1NC(C2=C(N1)N(N=C2)C2=CC=CC=C2)=O)=O N-(5-(isopropylthio)-1,3,4-thiadiazol-2-yl)-2-((4-oxo-1-phenyl-4,5-dihydro-1H-pyrazolo[3,4-d]pyrimidin-6-yl)thio)acetamide